2-fluorophenyl-3-oxopropionate FC1=C(C=CC=C1)OC(CC=O)=O